(1r,4r)-4-((4-(difluoromethoxy)-5-(imidazo[1,2-a]pyrimidin-6-yl)pyrrolo[2,1-f][1,2,4]triazin-2-yl)amino)-1-methylcyclohexan-1-ol FC(OC1=NC(=NN2C1=C(C=C2)C=2C=NC=1N(C2)C=CN1)NC1CCC(CC1)(O)C)F